ClC1=CC=C(C=C1)C1=CCC(N(N1[C@@H](CO)C)C=1C=NC=CC1)=O 6-(4-Chlorophenyl)-N-[(2R)-1-hydroxypropan-2-yl]-3-oxo-2-(pyridin-3-yl)-2,3-dihydropyridazine